N-(5-chloro-2-fluoro-4-formylphenyl)-1-(4-fluorophenyl)-3-methyl-1H-pyrazole-4-carboxamide ClC=1C(=CC(=C(C1)NC(=O)C=1C(=NN(C1)C1=CC=C(C=C1)F)C)F)C=O